ClC=1C=C(C=CC1Cl)C1=CC=C(C=C1)CCCNC=1C2=C(N=C(N1)CC)SC(=C2)C N-(3-(3',4'-dichloro-[1,1'-biphenyl]-4-yl)propyl)-2-ethyl-6-methylthieno[2,3-d]pyrimidin-4-amine